2H-1H-naphthol C1(CC=CC2=CC=CC=C12)O